2-(7-(diethylamino)-2-oxo-2H-chromen-4-yl)propan-2-yl (4-nitrophenyl) carbonate C(OC(C)(C)C1=CC(OC2=CC(=CC=C12)N(CC)CC)=O)(OC1=CC=C(C=C1)[N+](=O)[O-])=O